COC1=CC=C(CNCC(C)O)C=C1 1-((4-methoxybenzyl)amino)propan-2-ol